C(C)(C)(C)OC(=O)N1CC(CCC1)CN 3-(aminomethyl)piperidine-1-carboxylic acid tert-butyl ester